FC1=CC2=C(N(C=N2)C2=CC=C(C=C2)[NH-])C=C1 [4-(5-fluorobenzimidazol-1-yl)phenyl]amid